S1C(=NC2=C1C=CC=C2)NC(=O)C=2C=CC=C1CCN(CC21)C2=CC=C(C(=N2)C(=O)OC(C)(C)C)C2=C(C=C(OCCCC1CCN(CC1)CC(=O)O)C=C2)C 2-(4-(3-(4-(6-(8-(benzo[d]thiazol-2-ylcarbamoyl)-3,4-dihydroisoquinolin-2(1H)-yl)-2-(tert-butoxycarbonyl)pyridin-3-yl)-3-methylphenoxy)propyl)piperidin-1-yl)acetic acid